ClC1=NNC=C1C1=CC=C2C(=CN(C2=C1)CC(C)O)C(=O)[C@@H]1COC2=CC=C(C=C2C1)Cl (6-(3-Chloro-1H-pyrazol-4-yl)-1-(2-hydroxypropyl)-1H-indol-3-yl)((S)-6-chlorochroman-3-yl)methanone